C1(CC1)C=1C=C(C(=NC1)N1CCC(CC1)(C)O)NC(=O)C=1OC(=CC1)C1=CC=NC=C1 N-(5-cyclopropyl-2-(4-hydroxy-4-methylpiperidin-1-yl)pyridin-3-yl)-5-(pyridin-4-yl)furan-2-carboxamide